4-(butylamino)-2-((8-(morpholine-4-carbonyl)-2,3-dihydrobenzo[b][1,4]dioxin-5-yl)amino)-7H-pyrrolo[2,3-d]pyrimidine-5-carbonitrile C(CCC)NC=1C2=C(N=C(N1)NC1=CC=C(C=3OCCOC31)C(=O)N3CCOCC3)NC=C2C#N